(2S,4R)-N-[(S)-(4-cyclopropyl-3-fluorophenyl)(phenyl)methyl]-4-fluoro-1-[2-(4-methyl-1H-imidazol-1-yl)acetyl]pyrrolidine-2-carboxamide C1(CC1)C1=C(C=C(C=C1)[C@@H](NC(=O)[C@H]1N(C[C@@H](C1)F)C(CN1C=NC(=C1)C)=O)C1=CC=CC=C1)F